2-ethoxy-5-(2-oxoethyl)benzonitrile C(C)OC1=C(C#N)C=C(C=C1)CC=O